(6R)-17-Amino-12-cyclopropyl-6,15-bis(trifluoromethyl)-19-oxa-3,4,13,18-tetrazatricyclo[12.3.1.12,5]nonadeca-1(18),2,4,14,16-pentaen-6-ol NC1=CC(=C2NC(CCCCC[C@](C3=NN=C(C1=N2)O3)(O)C(F)(F)F)C3CC3)C(F)(F)F